FC1=NN(N=C1)C=1C=C(C=CC1C(F)(F)F)NC(=O)N1C2CC(CC1(C2)C=2OC(=NN2)C)C(F)(F)F cis-N-(3-(4-fluoro-2H-1,2,3-triazol-2-yl)-4-(trifluoromethyl)phenyl)-1-(5-methyl-1,3,4-oxadiazol-2-yl)-3-(trifluoromethyl)-6-azabicyclo[3.1.1]heptane-6-carboxamide